CC1=NC(=CC(=N1)NC1=CC2=C(C=N1)C(=NN2C2=CC=C(C=C2)S(=O)(=O)C)OCOCC[Si](C)(C)C)C N-(2,6-dimethylpyrimidin-4-yl)-1-(4-(methylsulfonyl)phenyl)-3-((2-(trimethylsilyl)ethoxy)methoxy)-1H-pyrazolo[4,3-c]pyridin-6-amine